triazolo[4,5-b]-pyridinium 3-oxid [NH+]=1N[N+](=C2N=CC=CC21)[O-]